OC1(CCN(CC1)C(=O)C=1C=CC(=NC1)NC1=C2C(=NC(=C1)OC=1C(=CC(=NC1)C#N)C)N(C=N2)C)C 5-[7-[[5-(4-hydroxy-4-methylpiperidine-1-carbonyl)pyridin-2-yl]amino]-3-methylimidazo[4,5-b]pyridin-5-yl]oxy-4-methyl-pyridine-2-carbonitrile